(R)-6-(1-methylcyclopropyl)-4-(3-methylmorpholino)-2-(1H-pyrazol-3-yl)-2,6,8,9-tetrahydro-7H-1,2,3,6-tetraazabenzo[cd]azulen-7-one CC1(CC1)N1C=2C3=C(N(N=C3CCC1=O)C1=NNC=C1)N=C(C2)N2[C@@H](COCC2)C